rac-2-((1S,2S,3R)-3-hydroxy-2-methylcyclohexyl)-N-(imidazo[1,2-b]pyridazin-3-yl)-6-methoxy-2H-indazole-5-carboxamide O[C@H]1[C@H]([C@H](CCC1)N1N=C2C=C(C(=CC2=C1)C(=O)NC1=CN=C2N1N=CC=C2)OC)C |r|